CC1=CC=CC(=N1)C1=NN=C(O1)C(=O)N1[C@H](C2=C(CC1)NC=N2)C2=NN1C(C(=CC=C1)C(F)(F)F)=C2 (R)-(5-(6-methylpyridin-2-yl)-1,3,4-oxadiazol-2-yl)(4-(4-(trifluoromethyl)pyrazolo[1,5-a]pyridin-2-yl)-6,7-dihydro-1H-imidazo[4,5-c]pyridin-5(4H)-yl)methanone